CC1(NC(CC(C1)NC=O)(C)C)C N-(2,2,6,6-tetramethyl-4-piperidinyl)formamid